1-[(1r,4r)-4-({2-[2,6-dioxopiperidin-3-yl]-1,3-dioxoisoindol-4-yl}amino)cyclohexanecarbonyl]piperidine-4-carboxylic acid O=C1NC(CCC1N1C(C2=CC=CC(=C2C1=O)NC1CCC(CC1)C(=O)N1CCC(CC1)C(=O)O)=O)=O